4-(trifluoromethyl)-6-((((1R,3R)-3-(4-(5-(trifluoromethyl)pyrimidin-2-yl)piperazine-1-carbonyl)cyclobutyl)amino)methyl)pyridazine-3(2H)-one FC(C=1C(NN=C(C1)CNC1CC(C1)C(=O)N1CCN(CC1)C1=NC=C(C=N1)C(F)(F)F)=O)(F)F